2-(4-chlorophenyl)ethyl methacrylate C(C(=C)C)(=O)OCCC1=CC=C(C=C1)Cl